(3-(4-fluoro-2-methyl-1-(1-methylpiperidin-4-yl)-1H-benzo[d]imidazol-6-yl)-1H-pyrrolo[2,3-b]pyridin-6-yl)methanol FC1=CC(=CC=2N(C(=NC21)C)C2CCN(CC2)C)C2=CNC1=NC(=CC=C12)CO